4,5,6,7-tetrahydrothiazolo[4,5-c]pyridine S1C=NC=2CNCCC21